2-((R)-3-((R)-1-((2,5-bis(trifluoromethyl)pyrazolo[1,5-a]pyrimidin-7-yl)amino)-2-(4-fluorophenyl)propan-2-yl)pyrrolidin-1-yl)acetamide FC(C1=NN2C(N=C(C=C2NC[C@@](C)(C2=CC=C(C=C2)F)[C@@H]2CN(CC2)CC(=O)N)C(F)(F)F)=C1)(F)F